1-hexadecansulfonat C(CCCCCCCCCCCCCCC)S(=O)(=O)[O-]